[(biphenylyl)dibenzoselenophenyl][Phenyl(dimethylfluorenyl)triazinyl]biphenyl C1(=C(C=CC=C1)C1=C(C2=C([Se]C3=C2C=CC=C3)C=C1)C=1C(=C(C=CC1)C1=CC=CC=C1)C1=NN=NC(=C1C1=C(C(=CC=3C2=CC=CC=C2CC13)C)C)C1=CC=CC=C1)C1=CC=CC=C1